3-methoxy-4-(3-(pyrrolidin-1-yl)propoxy)aniline COC=1C=C(N)C=CC1OCCCN1CCCC1